BrC(C#N)CCC#N bromoglutaronitrile